FC1=C(CNC2=NC(=NC=C2C(=O)N)NC=2C=NN(C2)C)C(=CC=C1)OC 4-((2-fluoro-6-methoxybenzyl)amino)-2-((1-methyl-1H-pyrazol-4-yl)amino)pyrimidin-5-carboxamide